7-benzyl-4,7-diazaspiro[2.5]octane-4-carbaldehyde C(C1=CC=CC=C1)N1CCN(C2(CC2)C1)C=O